2-bromo-3'-chloropropiophenone BrC(C(=O)C1=CC(=CC=C1)Cl)C